C[P+](CC(C)C)(CC(C)C)CC(C)C methyl-triisobutyl-phosphonium